methyl 3-pentyloctanoate C(CCCC)C(CC(=O)OC)CCCCC